(R)-N-(2-(4-(diethylamino)piperidin-1-yl)-4-methoxy-5-((6-(3-(3-(trifluoromethyl)phenyl)isoxazolidin-2-yl)pyrimidin-4-yl)amino)phenyl)acrylamide C(C)N(C1CCN(CC1)C1=C(C=C(C(=C1)OC)NC1=NC=NC(=C1)N1OCC[C@@H]1C1=CC(=CC=C1)C(F)(F)F)NC(C=C)=O)CC